OC1=CC=C(C=C1)/C(=C(\CC)/C1=CC=CC=C1)/C1=CC=C(OC2CC(C2)OCCN2CCN(CC2)C=2C=C3CN(C(C3=CC2)=O)C2C(NC(CC2)=O)=O)C=C1 (Z)-3-(5-(4-(2-(3-(4-(1-(4-hydroxyphenyl)-2-phenylbut-1-en-1-yl)phenoxy)cyclobutoxy)ethyl)piperazin-1-yl)-1-oxoisoindolin-2-yl)piperidine-2,6-dione